C[C@@H]1N(CC[C@@]2(OCC(C3=C2C=C(S3)C(F)(F)F)C)C1)CC=1N=NN(C1)CCS(=O)(=O)C (2S,4R)-2,7'-dimethyl-1-((1-(2-(methylsulfonyl)ethyl)-1H-1,2,3-triazol-4-yl)methyl)-2'-(trifluoromethyl)-6',7'-dihydrospiro[piperidine-4,4'-thieno[3,2-c]pyran]